4-(1-((7-methoxy-4-(1-methyl-3-phenyl-1H-pyrazol-4-yl)pyrido[3,2-d]pyrimidin-6-yl)oxy)ethyl)-5-methylthiazole COC1=CC=2N=CN=C(C2N=C1OC(C)C=1N=CSC1C)C=1C(=NN(C1)C)C1=CC=CC=C1